OCCOC=1C(=C(C2=CC=C(C=C2C1)C)C1=CC=CC2=CC(=CC=C12)C)OCCO bis(2-hydroxyethoxy)-6,6'-dimethyl-1,1'-binaphthyl